rac-(1R,5S,6S,7R)-7-aminobicyclo[3.2.0]heptan-6-ol hydrochloride Cl.N[C@H]1[C@H]([C@H]2CCC[C@@H]12)O |r|